C(C)N1CCN(CC1)CCCN(C(OC(C)(C)C)=O)[C@H]1CCCC=2C=CC=NC12 tert-butyl (S)-(3-(4-ethylpiperazin-1-yl)propyl)(5,6,7,8-tetrahydroquinolin-8-yl)carbamate